Methyl (1S,3S)-3-((6-(5-(((5-butyl-1,2,4-triazin-3-yl)amino)methyl)-1-methyl-1H-1,2,3-triazol-4-yl)-2-methylpyridin-3-yl)oxy)cyclohexane-1-carboxylate C(CCC)C=1N=C(N=NC1)NCC1=C(N=NN1C)C1=CC=C(C(=N1)C)O[C@@H]1C[C@H](CCC1)C(=O)OC